5-formyl-4-methoxy-2-phenyl-1-[[4-[2-(ethylaminocarbonylsulfonamido)-5-isobutyl-3-thienyl]phenyl]methyl]imidazole C(=O)C1=C(N=C(N1CC1=CC=C(C=C1)C1=C(SC(=C1)CC(C)C)NS(=O)(=O)C(=O)NCC)C1=CC=CC=C1)OC